2-n-pentyloxy-6-chlorobenzyl bromide C(CCCC)OC1=C(CBr)C(=CC=C1)Cl